pregnanedione CC[C@H]1CC[C@@H]2[C@@]1(CC[C@H]3[C@H]2CCC4[C@@]3(CC(=O)C(=O)C4)C)C